C[C@H]1N(C[C@@H](N(C1)C(=O)N1C(C=2NN=C(C2C1)NC(C1=NC=CC=C1)=O)(C)C)C)CCC N-(5-((2R,5S)-2,5-dimethyl-1-propylpiperazine-4-carbonyl)-6,6-dimethyl-1,4,5,6-tetrahydropyrrolo[3,4-c]pyrazol-3-yl)picolinamide